(1S,2R,3R,5R)-3-((S)-(4-chloro-3-fluorophenyl)(hydroxy)methyl)-5-((E)-6-hydrazineylidene-3,6-dihydro-9H-purin-9-yl)cyclopentane-1,2-diol ClC1=C(C=C(C=C1)[C@H]([C@@H]1[C@H]([C@H]([C@@H](C1)N1C=2NC=N/C(/C2N=C1)=N/N)O)O)O)F